ClC1=C(C#N)C(=CC=N1)N1CCN(CCC1)C1=CC=C(C=C1)CN1CCN(CC1)C 2-chloro-4-(4-(4-((4-methylpiperazin-1-yl)methyl)phenyl)-1,4-diazepan-1-yl)nicotinonitrile